ClC1=CC=C(C(=N1)C(=O)OC(C)(C)C)NC(C)C1=C2CN(C(C2=CC(=C1)C)=O)C1COC2=CC=CC=C2C1 tert-butyl 6-chloro-3-((1-(2-(chroman-3-yl)-6-methyl-1-oxoisoindolin-4-yl)ethyl)amino)picolinate